tert-butyl 4-[1-[4-(4-amino-2,6-difluoro-phenyl)piperazin-1-yl]-1-methyl-ethyl]piperidine-1-carboxylate NC1=CC(=C(C(=C1)F)N1CCN(CC1)C(C)(C)C1CCN(CC1)C(=O)OC(C)(C)C)F